(+)-1-(2,4-difluoro-5-(2-(methylsulfinyl)ethoxy)phenyl)piperazine FC1=C(C=C(C(=C1)F)OCCS(=O)C)N1CCNCC1